C1(CCCCC1)C1(C(N(C2=C(C(=CC=C12)F)F)CC)=O)C1=CC=C(C=C1)O 3-cyclohexyl-1-ethyl-6,7-difluoro-3-(4-hydroxyphenyl)indolin-2-one